(E)-2,5-difluoro-6-isopropyl-3-styrylphenol FC1=C(C(=C(C=C1\C=C\C1=CC=CC=C1)F)C(C)C)O